C(=CC)N1CCC(CC1)N1[C@@H](C(N(C=2C=NC(=NC12)NC1=C(C=CC(=C1)N1CCN(CC1)CC)OC)C)=O)CC (R)-8-(1-propenylpiperidin-4-yl)-7-ethyl-2-((5-(4-ethylpiperazin-1-yl)-2-methoxyphenyl)amino)-5-methyl-7,8-dihydropteridin-6(5H)-one